ClC1=C(C(=CC=C1)F)S(=O)(=O)NC1[C@@H]2CN(C[C@H]12)C1=NC=C(C=C1)C=1C=2N(C=C(C1)C=1C=NN(C1)C)N=CC2C#N 2-chloro-N-((1R,5S,6s)-3-(5-(3-cyano-6-(1-methyl-1H-pyrazol-4-yl)pyrazolo[1,5-a]pyridin-4-yl)pyridin-2-yl)-3-azabicyclo[3.1.0]hexan-6-yl)-6-fluorobenzene-sulfonamide